methyl 2-(2,2,7-trifluoro-3-oxo-6-(2,3,5,6-tetrafluoro-4-(trifluoromethyl)phenyl)-2,3-dihydro-4H-benzo[b][1,4]oxazin-4-yl)acetate FC1(C(N(C2=C(O1)C=C(C(=C2)C2=C(C(=C(C(=C2F)F)C(F)(F)F)F)F)F)CC(=O)OC)=O)F